Diethyl (4-(7-methyl-2,6-dioxo-1-(prop-2-yn-1-yl)-8-(3-(trifluoromethyl)phenethyl)-1,2,6,7-tetrahydro-3H-purin-3-yl)butyl)phosphonate CN1C(=NC=2N(C(N(C(C12)=O)CC#C)=O)CCCCP(OCC)(OCC)=O)CCC1=CC(=CC=C1)C(F)(F)F